FC(C(=O)O)(F)F.NCC(CN1N=CN(C1=O)CC1=CC(=CS1)N1C(CCC2=CC=CC(=C12)C)=O)=C(F)F [5-[[1-[2-(aminomethyl)-3,3-difluoro-allyl]-5-oxo-1,2,4-triazol-4-yl]methyl]-3-thienyl]-8-methyl-3,4-dihydro-1H-quinolin-2-one trifluoroacetate